NC=1NC(C2=C(N1)NC(=C2C2=C(C=CC=C2)CC#N)C2=CC=C(C=C2)S(=O)(=O)N(C)C)=O 4-(2-Amino-5-(2-(cyanomethyl)phenyl)-4-oxo-4,7-dihydro-3H-pyrrolo[2,3-d]pyrimidin-6-yl)-N,N-dimethylbenzenesulfonamide